9-bromo-7,12-dihydro-2,3-dimethoxy-indolo[3,2-d][1]benzazepin-6(5H)-one BrC=1C=C2C(=CC1)NC1=C2CC(NC2=C1C=C(C(=C2)OC)OC)=O